ClC(=C(C)C)N(C)C 1-chloro-N,N,2-trimethylprop-1-ene-1-Amine